5-{3-[(E)-2-(3,5-bis-trifluoromethyl-phenyl)-vinyl]-5-chlorophenyl}-1H-[1,2,3]triazole-4-carbonitrile FC(C=1C=C(C=C(C1)C(F)(F)F)/C=C/C=1C=C(C=C(C1)Cl)C1=C(N=NN1)C#N)(F)F